C(C1=CC=CC=C1)OC1=CC2=C(SC=C2C(=O)O)C=C1 5-benzyloxybenzo[b]thiophen-3-carboxylic acid